2-(2,6-dibenzhydryl-4-methylphenyl)-5-(piperidin-1-yl)imidazo[1,5-a]pyridin-2-ium chloride [Cl-].C(C1=CC=CC=C1)(C1=CC=CC=C1)C1=C(C(=CC(=C1)C)C(C1=CC=CC=C1)C1=CC=CC=C1)[N+]1=CN2C(C=CC=C2N2CCCCC2)=C1